N-(8'-bromo-4'H-spiro[cyclopropane-1,5'-naphtho[2,1-d]isoxazol]-3'-yl)-2-methoxy-4-morpholinobenzenesulfonamide BrC1=CC=C2C3(CC=4C(=NOC4C2=C1)NS(=O)(=O)C1=C(C=C(C=C1)N1CCOCC1)OC)CC3